N=1NB=CC1 2H-1,2,3-diazaborole